ClC=1C=CC(=C(C1)C1=CC(N(C=C1OC)C(C(=O)NC=1C=CC(=NC1)C(=O)NC)CCOC)=O)C=1OC(=NN1)C(F)F 5-({2-[4-{5-chloro-2-[5-(difluoromethyl)-1,3,4-oxadiazol-2-yl]phenyl}-5-methoxy-2-oxopyridin-1(2H)-yl]-4-methoxybutyryl}amino)-N-methylpyridine-2-carboxamide